COC1=CC=C(CN(C2=NC=C(C=C2C(C)N[C@H](COC2=NC(=C(C=3N=C(NC(C32)=O)SC)F)Cl)C)Cl)CC3=CC=C(C=C3)OC)C=C1 5-((2S)-2-((1-(2-(bis(4-methoxybenzyl)amino)-5-chloropyridin-3-yl)ethyl)amino)propoxy)-7-chloro-8-fluoro-2-(methylthio)pyrido[4,3-d]pyrimidin-4(3H)-one